7-(2,2-Dimethyl-3-(6-(trifluoromethyl)pyridin-3-yl)propyl)-2-thia-7-azaspiro[3.5]nonane-2,2-dioxide CC(CN1CCC2(CS(C2)(=O)=O)CC1)(CC=1C=NC(=CC1)C(F)(F)F)C